COC(C1=CC(=C(C=C1)C=1CCN(CC1)C1=NOC2=C1C(=CC=C2)C(F)(F)F)Cl)=O 3-Chloro-4-(1-(4-(trifluoromethyl)benzo[d]isoxazol-3-yl)-1,2,3,6-tetrahydropyridin-4-yl)benzoic acid methyl ester